4-(1-methyl-1H-pyrazol-3-yl)-6-(methylsulfonyl)-2-phenyl-6,7-dihydro-5H-pyrrolo[3,4-d]pyrimidine CN1N=C(C=C1)C=1C2=C(N=C(N1)C1=CC=CC=C1)CN(C2)S(=O)(=O)C